COC=1C(=NC=C(C1)OC)C#CC=1SC=2N=C(SC2N1)OC 3,5-dimethoxy-2-(2-[5-methoxy-[1,3]thiazolo[5,4-d][1,3]thiazol-2-yl]ethynyl)pyridine